1-(8-((1-methyl-1H-pyrazol-4-yl)ethynyl)-1-oxo-2-phenyl-1,2,4,5-tetrahydrocyclopenta[de]isoquinolin-3-yl)ethylcarbamic acid tert-butyl ester C(C)(C)(C)OC(NC(C)C=1N(C(C=2C(=CC=C3C2C1CC3)C#CC=3C=NN(C3)C)=O)C3=CC=CC=C3)=O